6-(3,5-dimethylpyrazol-1-yl)-2-[1-[2-methyl-6-(trifluoromethyl)pyrimidin-4-yl]piperidin-4-yl]pyridazin-3-one monoethyl-3,5-di-tert-butyl-4-hydroxybenzylphosphonate calcium salt [Ca+].C(C)OP([O-])(=O)CC1=CC(=C(C(=C1)C(C)(C)C)O)C(C)(C)C.CC1=NN(C(=C1)C)C=1C=CC(N(N1)C1CCN(CC1)C1=NC(=NC(=C1)C(F)(F)F)C)=O